3-(5-(3-(4-(4-((3r,5r,7r)-adamantan-1-yl)benzyl)piperazin-1-yl)propyl)-2-methyl-4-oxoquinazolin-3(4H)-yl)piperidine-2,6-dione C12(CC3CC(CC(C1)C3)C2)C2=CC=C(CN3CCN(CC3)CCCC3=C1C(N(C(=NC1=CC=C3)C)C3C(NC(CC3)=O)=O)=O)C=C2